CN1C(=NN=C1)CC1(CC(C1)C#N)C1=CC(=CC=C1)N1C(C2=CC(=CC(=C2C1)C(F)(F)F)C(C)(C)N1C[C@H](OCC1)C)=O (1R,3R)-3-((4-methyl-4H-1,2,4-triazol-3-yl)methyl)-3-(3-(6-(2-((R)-2-methylmorpholinyl)propan-2-yl)-1-oxo-4-(trifluoromethyl)isoindolin-2-yl)phenyl)cyclobutane-1-carbonitrile